1,1'-BINAPHTHYL C1(=CC=CC2=CC=CC=C12)C1=CC=CC2=CC=CC=C12